C(C)NCC(CS(=O)(=O)O)C 3-ethylamino-2-methyl-propane-1-sulfonic acid